CN(CCN(C(CCCCC(=O)OC)=O)C(CCCCCCCCC(=O)OCC(CCCCCC)CCCC)CCCCCCCCC(=O)OCC(CCCCCC)CCCC)C BIS(2-BUTYLOCTYL) 10-(N-(2-(DIMETHYLAMINO)ETHYL)-6-METHOXY-6-OXOHEXANAMIDO)NONADECANEDIOATE